ClC1=CC=C(C(C2=CC=C(C=C2)Cl)OC2CN(C2)C(=O)NCC2=CC3=C(S2)C=CC=C3)C=C1 3-(4,4'-dichlorobenzhydryloxy)-N-(benzo[b]thiophen-2-yl-methyl)azetidine-1-carboxamide